FC1=CC=C(C(=N1)C)CN1N=CC(=C1)C(=O)N 1-[(6-fluoro-2-methylpyridin-3-yl)methyl]-1H-pyrazole-4-carboxamide